5-(4-(tert-butyl)phenyl)-N-cyclohexyl-1H-pyrrolo[2,3-b]pyridin-4-amine C(C)(C)(C)C1=CC=C(C=C1)C1=C(C2=C(N=C1)NC=C2)NC2CCCCC2